6-(benzyloxy)hexane-1-ol C(C1=CC=CC=C1)OCCCCCCO